1-(2-amino-6-isopropylpyrimidin-4-yl)-3-(2-bromophenyl)azepan-3-ol NC1=NC(=CC(=N1)N1CC(CCCC1)(O)C1=C(C=CC=C1)Br)C(C)C